P(=O)([O-])([O-])[O-].[Mg+2].[Mg+2] Dimagnesium phosphat